2-cyclobutyl-5-(2,6-dimethoxyphenyl)-1H-imidazole C1(CCC1)C=1NC(=CN1)C1=C(C=CC=C1OC)OC